ClC=1SC=2C(N1)=C(C=C(C2OC)OC)C=O 2-chloro-6,7-dimethoxybenzo[D]thiazole-4-carbaldehyde